N(CCO)(CCO)CCO.N1(C(CCC1)=O)C(=O)O pyrrolidonecarboxylic acid triethanolamine salt